CC1=NN(C(=C1)C)C(=O)C1=CC(=C(C(=C1)OC)OC)OC (3,5-dimethyl-1H-pyrazol-1-yl)(3,4,5-trimethoxyphenyl)methanone